The molecule is conjugate base of 1,2-dihydroxy-5-(methylthio)pent-1-en-3-one arising from deprotonation of the 2-hydroxy group. It is a conjugate base of a 1,2-dihydroxy-5-(methylthio)pent-1-en-3-one. CSCCC(=O)/C(=C/[O-])/O